[F].[Te].[Ba] barium tellurium fluorine